2-(trimethylsilyl)ethyl-N-(2-aminoethyl)-N2-{[2-(trimethylsilyl) ethoxy]carbonyl}-L-glutaminat C[Si](CCOC([C@@H](N(C(=O)OCC[Si](C)(C)C)CCN)CCC(N)=O)=O)(C)C